silver-tin-copper [Cu].[Sn].[Ag]